8-oxo-2,2,14,14-tetramethylpentadecanedioic acid O=C(CCCCCC(C(=O)O)(C)C)CCCCCC(C(=O)O)(C)C